(R)-5-{4-[4-(5,7-dimethylindazol-2-yl)piperidine-1-carbonyl]phenyl}-5-isopropylimidazolidine-2,4-dione CC1=CC2=CN(N=C2C(=C1)C)C1CCN(CC1)C(=O)C1=CC=C(C=C1)[C@@]1(C(NC(N1)=O)=O)C(C)C